C1(CC1)N1C(=O)N(C=2N=C(NC2C1=O)C=1C=NC(=CC1)NCC1=CC=C(C=C1)CN)C1CC1 1,3-Dicyclopropyl-8-[6-({[4-(aminomethyl)phenyl]methyl}amino)pyridin-3-yl]xanthine